NC1=C(CCC1)C#N 1-amino-2-cyano-1-cyclopentene